N-(7-fluoro-2-methyl-2H-indazol-5-yl)-4-methoxy-2-(methyl(piperidin-4-yl)amino)pyrimidine-5-carboxamide formate C(=O)O.FC1=CC(=CC2=CN(N=C12)C)NC(=O)C=1C(=NC(=NC1)N(C1CCNCC1)C)OC